C(C)C1=C(C=CC=C1)C1=CC(=C(C=C1)C1CN(CC1)C(=O)C1=NC=C(C=C1)C)CO (3-(2'-ethyl-3-(hydroxymethyl)biphenyl-4-yl)pyrrolidin-1-yl)(5-methylpyridin-2-yl)methanone